2,4-Dichlorofurano[3,2-D]pyrimidine ClC=1N=C(C2=C(N1)C=CO2)Cl